tert-Butyl (3R,4S)-4-phenyl-3-(benzylcarbamoyl)pyrrolidine-1-carboxylate C1(=CC=CC=C1)[C@@H]1[C@H](CN(C1)C(=O)OC(C)(C)C)C(NCC1=CC=CC=C1)=O